FC(C=1C=CC(=NC1)C1CCC(CC1)=O)(F)F 4-(5-(trifluoromethyl)pyridin-2-yl)cyclohexan-1-one